C(#C)N[C@H]1C(O)(O[C@@H]([C@H]([C@@H]1O)O)CO)C(C(=O)C)=O N-ethynylpyruvylglucosamine